C(C)(=O)C1=C(N=C(S1)N)C1=CC(N(C=C1)CC(F)(F)F)=O 4-(5-acetyl-2-amino-1,3-thiazol-4-yl)-1-(2,2,2-trifluoroethyl)pyridin-2-one